CC1(NC(CC(C1)OC1=CC=CC=C1)(C)C)C 2,2,6,6-tetramethyl-4-phenoxypiperidine